4-methyl-2-(4-pentylphenyl)oxazole-5-carboxylic acid CC=1N=C(OC1C(=O)O)C1=CC=C(C=C1)CCCCC